N-(1-(4-chlorobenzyl)-1H-indazol-3-yl)pyridazine-3-carboxamide ClC1=CC=C(CN2N=C(C3=CC=CC=C23)NC(=O)C=2N=NC=CC2)C=C1